ethyl-5-(3-(methylsulfanyl)phenyl)-2-(4-(trifluoromethyl)phenyl)Azole-4-carboxamide C(C)C1=C(NC(=C1C(=O)N)C1=CC(=CC=C1)SC)C1=CC=C(C=C1)C(F)(F)F